C(C)(=O)O[C@H]1[C@@H](SC2=C(C=C(C=C2)Cl)C#N)O[C@@H]([C@@H]([C@@H]1N=[N+]=[N-])OC(C)=O)COC(C)=O 4-chloro-2-cyanophenyl 2,4,6-tri-O-acetyl-3-azido-3-deoxy-1-thio-alpha-D-galactopyranoside